Di-n-propylglycine C(CC)N(CC(=O)O)CCC